5,15-bis-(3,5-di-tert-butylphenyl)-10,20-bis-phenylporphyrin copper [Cu].C(C)(C)(C)C=1C=C(C=C(C1)C(C)(C)C)C=1C2=CC=C(N2)C(=C2C=CC(C(=C3C=CC(=C(C=4C=CC1N4)C4=CC=CC=C4)N3)C3=CC(=CC(=C3)C(C)(C)C)C(C)(C)C)=N2)C2=CC=CC=C2